((2-chloropyridin-3-yl)methyl-d2)(methyl)carbamic acid tert-butyl ester C(C)(C)(C)OC(N(C)C([2H])([2H])C=1C(=NC=CC1)Cl)=O